Cl.COC(C1=C(C=C(C=C1F)CNC(=O)[C@@H]1NCCOC1)F)=O 2,6-difluoro-4-[[[(3R)-morpholine-3-carbonyl]amino]methyl]benzoic acid methyl ester hydrochloride